lauryl-ethanolamine sulfate salt S(=O)(=O)(O)O.C(CCCCCCCCCCC)C(O)CN